O([Si](C)(C)C(C)(C)C)CCC1=CC=NC=N1 6-tert-butyldimethylsiloxyethylpyrimidine